N-((3-cyanooxetan-3-yl)methyl)-2-nitrobenzenesulfonamide C(#N)C1(COC1)CNS(=O)(=O)C1=C(C=CC=C1)[N+](=O)[O-]